ClC=1C=CC(=C(C1)C=1C(NC=C(C1)OC)=O)N1N=NC(=C1)Cl (3S,7R)-3-(5-chloro-2-(4-chloro-1H-1,2,3-triazol-1-yl)phenyl)-5-methoxy-2-oxopyridin